N-(1-(thiophen-2-yl)vinyl)acetamide S1C(=CC=C1)C(=C)NC(C)=O